N-(5-((6-((R)-3-benzylisoxazolidine-2-yl)pyrimidine-4-yl)amino)-4-methoxy-2-morpholinophenyl)acrylamide C(C1=CC=CC=C1)[C@H]1N(OCC1)C1=CC(=NC=N1)NC=1C(=CC(=C(C1)NC(C=C)=O)N1CCOCC1)OC